ClC=1C(=CC(=C(C1)S(=O)(=O)N(CC1=CC=C(C=C1)OC)C1=NOC=C1)F)F 5-chloro-2,4-difluoro-N-(isoxazol-3-yl)-N-(4-methoxybenzyl)benzenesulfonamide